3-Butoxy-N,N-dimethylpropionamid C(CCC)OCCC(=O)N(C)C